3-(3-(4-((pyridin-2-yloxy)methyl)phenoxy)azetidin-1-yl)-2-(1H-pyrrol-1-yl)benzoic acid N1=C(C=CC=C1)OCC1=CC=C(OC2CN(C2)C=2C(=C(C(=O)O)C=CC2)N2C=CC=C2)C=C1